BrC1=CC(=C(C(=O)OC)C=C1)OCCNC(CN(C(CP(=O)(OCC)OCC)=O)C)=O methyl 4-bromo-2-(2-(2-(2-(diethoxyphosphoryl)-N-methylacetamido)acetamido)ethoxy)benzoate